CC1=C(C(=CC=C1)C)C=1C=C(SC1)C=O 4-(2,6-dimethylphenyl)thiophene-2-carbaldehyde